C1(CCCC1)N(C(=O)OCC1=C(N=CO1)C1=CC=C(O[C@@H]2C[C@H](CCC2)C(=O)O)C=C1)C |r| (+/-)-(1S,3S)-3-(4-(5-(((cyclopentyl(methyl)carbamoyl)oxy)methyl)oxazol-4-yl)phenoxy)cyclohexane-1-carboxylic acid